BrC=1C=CC2=C(NC(=N2)OCCOC)C1 6-bromo-2-(2-methoxyethoxy)-1H-benzo[d]Imidazole